6-chloro-2-methyl-N-(2-(methylthio)phenyl)pyrimidin-4-amine ClC1=CC(=NC(=N1)C)NC1=C(C=CC=C1)SC